ClC1=C(C=CC(=C1)OC1=C(C=C(C=C1)Cl)Cl)C(CN1N=CN=C1)(C)O 2-[2-chloro-4-(2,4-dichlorophenoxy)phenyl]-1-(1H-1,2,4-triazol-1-yl)propane-2-ol